(5R)-9,9-dimethyl-2-[2-methyl-5-(trifluoromethyl)-1,3-oxazole-4-carbonyl]-8-oxo-2-azaspiro[4.5]dec-6-ene-7-carbonitrile CC1(C(C(=C[C@]2(CCN(C2)C(=O)C=2N=C(OC2C(F)(F)F)C)C1)C#N)=O)C